2,2-bis(3,4-dicarboxyphenyl)-hexafluoropropane C(=O)(O)C=1C=C(C=CC1C(=O)O)C(C(F)(F)F)(C(F)(F)F)C1=CC(=C(C=C1)C(=O)O)C(=O)O